ClC1=CC(=C(OCC2=NC=CC(=C2)O[C@@H]2C[C@@H](NCC2)CO)C=C1)F ((2R,4S)-4-((2-((4-chloro-2-fluorophenoxy)methyl)pyridin-4-yl)oxy)piperidin-2-yl)methanol